C1(=CC=CC=C1)[C@@](C(=O)OC)(C)O methyl (R)-2-phenyl-2-hydroxy-propionate